2-amino-N-((6R)-2-amino-5,6,7,8-tetrahydro-6-quinazolinyl)-3-methyl-N-((5-(trifluoromethyl)-2-pyridinyl)methyl)-6-quinolinecarboxamide NC1=NC2=CC=C(C=C2C=C1C)C(=O)N(CC1=NC=C(C=C1)C(F)(F)F)[C@H]1CC=2C=NC(=NC2CC1)N